N-(3,3-dimethylbutylidene)-2-methylpropane-2-sulfinamide CC(CC=NS(=O)C(C)(C)C)(C)C